C(C[C@@H](C(=O)N[C@@H](CCCN=C(N)N)C(=O)N[C@@H](CCCN=C(N)N)C(=O)N[C@@H](CCCN=C(N)N)C(=O)N[C@@H](CCCN=C(N)N)C(=O)N[C@@H](CCCN=C(N)N)C(=O)N[C@@H](CCCN=C(N)N)C(=O)N[C@@H](CCCN=C(N)N)C(=O)N[C@@H](CCCN=C(N)N)C(=O)O)N)CN=C(N)N Nonaarginine